N-{2-[(2-chloro-5-fluorophenyl)amino]-5-(methylcarbamoyl)pyridin-3-yl}-2,3-dihydro-1H-indole-1-carboxamide ClC1=C(C=C(C=C1)F)NC1=NC=C(C=C1NC(=O)N1CCC2=CC=CC=C12)C(NC)=O